COC(CCCO)CC(CCCCCCCCCCCC)OC 4,6-dimethoxyoctadecanol